ClC=1C=CC(=NC1)NC(=O)N1C(CC(C1)(C(F)(F)F)OC)C(=O)N N1-(5-Chloropyridin-2-yl)-4-methoxy-4-(trifluoromethyl)pyrrolidine-1,2-dicarboxamide